bis-[4-(N,N-di(p-tolyl)amino)-phenyl]Cyclohexane C1(=CC=C(C=C1)N(C1=CC=C(C=C1)C)C1=CC=C(C=C1)C1(CCCCC1)C1=CC=C(C=C1)N(C1=CC=C(C=C1)C)C1=CC=C(C=C1)C)C